Boc-L-O-methyl-glutamic acid C(=O)(OC(C)(C)C)N[C@@H](CCC(=O)O)C(=O)OC